4-[(5-bromo-1-trityl-1H-indazol-3-yl)carbamoyl]piperidine-1-carboxylic acid 9H-fluoren-9-ylmethyl ester C1=CC=CC=2C3=CC=CC=C3C(C12)COC(=O)N1CCC(CC1)C(NC1=NN(C2=CC=C(C=C12)Br)C(C1=CC=CC=C1)(C1=CC=CC=C1)C1=CC=CC=C1)=O